C(C)(=O)O[C@](C(=O)NC=1C=NC(=C(C1)C(F)(F)F)C#N)(COC=1C=NC(=CC1)C#N)C (S)-1-((6-cyano-5-(trifluoromethyl)pyridin-3-yl)amino)-3-((6-cyanopyridin-3-yl)oxy)-2-methyl-1-oxopropan-2-yl acetate